(2S)-1,1,1-trifluoro-2-methyl-3-[(4-methylbenzenesulfonyl)oxy]propan-2-ol FC([C@](COS(=O)(=O)C1=CC=C(C=C1)C)(O)C)(F)F